methyl ((1R,3R)-3-(8-(1-isopropyl-1H-indazol-5-yl)-3-methyl-7-(4-(morpholine-4-carbonyl)phenyl)-2-oxo-3,6-dihydroimidazo[4,5-d]pyrrolo[2,3-b]pyridin-1(2H)-yl)cyclopentyl)carbamate C(C)(C)N1N=CC2=CC(=CC=C12)C1=C(NC2=NC=C3C(=C21)N(C(N3C)=O)[C@H]3C[C@@H](CC3)NC(OC)=O)C3=CC=C(C=C3)C(=O)N3CCOCC3